[C@@]12(NCC[C@@H]2C1)C(=O)O (1S,5R)-2-AZABICYCLO[3.1.0]HEXANE-1-CARBOXYLIC ACID